C(C=1C(O)=CC=CC1)=NN salicylaldehyde hydrazone